C12(CCCC2C1)C=1C2=C(N(N1)C(=O)N1CCN3CCC1CC3)CCC2 (3-(bicyclo[3.1.0]hexan-1-yl)-5,6-dihydrocyclopenta[c]pyrazol-1(4H)-yl)(1,4-diazabicyclo[3.2.2]nonan-4-yl)methanone